ClC1=NC=C(C(=N1)NCC1=CC=C(C=C1)N1N=C(C=C1OC)C(F)(F)F)[N+](=O)[O-] 2-chloro-N-[[4-[5-methoxy-3-(trifluoromethyl)pyrazol-1-yl]phenyl]methyl]-5-nitro-pyrimidin-4-amine